C1(=CC=CC=C1)N1N=C(C=C1C(F)(F)F)C(F)(F)F 1-phenyl-3,5-bis(trifluoromethyl)-1H-pyrazole